2-cyanoethyl-3-chloro-5-trifluoromethyl-pyridine C(#N)CCC1=NC=C(C=C1Cl)C(F)(F)F